ClC1=CC(=C(C=C1)CN1C[C@H]2CN([C@@H]([C@H]2C1)C)C1=C(C(N(C2=CC=C(N=C12)Cl)C)=O)C#N)O 4-[(3aR,4R,6aS)-2-[(4-chloro-2-hydroxy-phenyl)methyl]-4-methyl-1,3,3a,4,6,6a-hexahydropyrrolo[3,4-c]pyrrol-5-yl]-6-chloro-1-methyl-2-oxo-1,5-naphthyridine-3-carbonitrile